3-Methoxy-N-methyl-5-((trimethyl-silyl)ethynyl)benzamide COC=1C=C(C(=O)NC)C=C(C1)C#C[Si](C)(C)C